6-chloro-4-((3-(5-(dicyclopropylphosphoryl)-1-methyl-1H-pyrazol-3-yl)-2-methoxyphenyl)amino)nicotinamide ClC1=NC=C(C(=O)N)C(=C1)NC1=C(C(=CC=C1)C1=NN(C(=C1)P(=O)(C1CC1)C1CC1)C)OC